CC1=C(C(=NC2=NC=CN=C21)C2=NC1=CC=CC=C1N=C2C2=CC=C(C=C2)C)C2=CC=CC=C2 8-methyl-7-phenyl-6-(3-(p-tolyl)quinoxalin-2-yl)pyrido[2,3-b]pyrazine